CN1C(=NN=C1)C1CCN(CC1)C1=C(C#N)C=CC=C1C1=CN=CC2=C1OCCN2 2-[4-(4-methyl-4H-1,2,4-triazol-3-yl)piperidin-1-yl]-3-{2H,3H,4H-pyrido[4,3-b][1,4]oxazin-8-yl}benzonitrile